methyl 2-(2-bromopyridin-3-yl)-2,2-difluoroacetate BrC1=NC=CC=C1C(C(=O)OC)(F)F